C1(=CC=CC=C1)CC(C)S(=O)(=O)C1NCC12CN(C2)C2CCOCC2 ((1-phenylpropan-2-yl)sulfonyl)-6-(tetrahydro-2H-pyran-4-yl)-2,6-diazaspiro[3.3]heptane